ClC1=C(C=C(C=C1)S(=O)(=O)NC=1C(=NC=C(C1)C)OC=1C=C(C=CC1OC)NC(C=C)=O)C(F)(F)F N-(3-((3-((4-chloro-3-(trifluoromethyl)phenyl)sulfonamido)-5-methylpyridin-2-yl)oxy)-4-methoxyphenyl)acrylamide